COC1=C(C=C(C(=C1)\N=N\C1=CC=C(C=C1)[N+](=O)[O-])OC)/N=N/C1=CC=C(C=C1)N(CCCC(=O)O)C 4-((4-((E)-(2,5-dimethoxy-4-((E)-(4-nitrophenyl)diazenyl)phenyl)diazenyl)phenyl)(methyl)amino)-butanoic acid